N1C(CCC2CCCCC12)=N Decahydroquinoline-imine